ClC=1C(=CC(=NC1)NC1=NN(N=C1)C)C1=CC=C2CN(C(C2=C1)=O)[C@@H](C(=O)N[C@H](CO)C1=CC(=CC(=C1)OC)F)C (2R)-2-(6-{5-Chloro-2-[(2-methyl-2H-1,2,3-triazol-4-yl)amino]pyridin-4-yl}-1-oxo-2,3-dihydro-1H-isoindol-2-yl)-N-[(1S)-1-(3-fluoro-5-methoxyphenyl)-2-hydroxyethyl]propanamid